N-[(6-Amino-2-pyridyl)sulfonyl]-6-(3-fluorophenyl)-2-(2,4,6-trimethylphenoxy)pyridin-3-carboxamid NC1=CC=CC(=N1)S(=O)(=O)NC(=O)C=1C(=NC(=CC1)C1=CC(=CC=C1)F)OC1=C(C=C(C=C1C)C)C